4-(3-hydroxy-4-{5-[methyl-(piperidin-4-yl)amino][1,3]thiazolo[5,4-d][1,3]thiazol-2-yl}phenyl)pyridin-2-ol hydrochloride Cl.OC=1C=C(C=CC1C=1SC=2N=C(SC2N1)N(C1CCNCC1)C)C1=CC(=NC=C1)O